3-(2-methyl-4,5,6,7-tetrahydro-1-benzothien-3-yl)urea CC=1SC2=C(C1NC(N)=O)CCCC2